4-Chloro-5-fluoro-2-[(methylcyclopropyl)oxy]benzene-1-carbonitrile ClC1=CC(=C(C=C1F)C#N)OC1(CC1)C